CC=1C=C2C(=NC=NC2=CC1)N1CC(CC1)C(=O)O 6-methylquinazolin-4-yl-pyrrolidine-3-carboxylic acid